9,9-dimethylfluorene-3-amine CC1(C2=CC=CC=C2C=2C=C(C=CC12)N)C